C(#N)C/C(/C(=O)OCC)=N\NC1=C(C(=O)O)C=CC(=N1)C(F)(F)F (E)-2-(2-(3-cyano-1-ethoxy-1-oxopropan-2-ylidene)hydrazino)-6-(trifluoromethyl)nicotinic acid